ethyl-(3-phenylprop-2-yn-1-yl)aminothioformylfluoride C(C)N(CC#CC1=CC=CC=C1)C(=S)F